8-oxo-7,8-dihydro-9H-purin O=C1NC2=NC=NC=C2N1